FC1=C(C=CC=C1)C1=CC(=CN1S(=O)(=O)C=1C=NC=CC1)CN 5-(2-fluorophenyl)-1-(pyridine-3-sulfonyl)-1H-pyrrole-3-methanamine